C[Si](N([Si](C)(C)C)CCC[Si](OCC)(OCC)OCC)(C)C N,N-bis-(trimethylsilyl)aminopropyl-triethoxysilane